COC(=O)C=1NC2=NC(=NC=C2N1)N1N=CC(=C1)C1=CC=CC=C1 2-(4-phenyl-1H-pyrazol-1-yl)-9H-purine-8-carboxylic acid methyl ester